(R)-2-(5-amino-2-(furan-2-yl)-7H-pyrazolo[4,3-e][1,2,4]triazolo[1,5-c]pyrimidin-7-yl)-N-((1S,4S)-1-oxotetrahydro-2H-thiopyran-4-yl)-2-phenylpropionamide NC1=NC2=C(C=3N1N=C(N3)C=3OC=CC3)C=NN2[C@](C(=O)NC2CCS(CC2)=O)(C)C2=CC=CC=C2